phosphoquinolone P(=O)(=O)C=1C(NC2=CC=CC=C2C1)=O